C(C=1C(C(=O)OCCCCCCC(C)C)=CC(C(=O)OCCCCCCC(C)C)=CC1)(=O)OCCCCCCC(C)C tri-(isononyl) trimellitate